ClC1=NC(=C2C(=N1)N(N=C2C)C)NCC2=CC=C(C=C2)F 6-chloro-N-[(4-fluorophenyl)methyl]-1,3-dimethylpyrazolo[3,4-d]pyrimidin-4-amine